behenyl-amine C(CCCCCCCCCCCCCCCCCCCCC)N